(E)-1-(2-hydroxyphenyl)-3-(3,4,5-tris(benzyloxy)phenyl)prop-2-en-1-one OC1=C(C=CC=C1)C(\C=C\C1=CC(=C(C(=C1)OCC1=CC=CC=C1)OCC1=CC=CC=C1)OCC1=CC=CC=C1)=O